ClC1=NC=C(C(=N1)NC1=CC2=C(N(C(N2CCC(C)(C)O)=O)C)C=C1)Cl 5-((2,5-Dichloropyrimidin-4-yl)amino)-3-(3-hydroxy-3-methylbutyl)-1-methyl-1,3-dihydro-2H-benzo[d]imidazol-2-one